N-(5-(difluoromethoxy)-1H-pyrazol-3-yl)-6-(((4S,6S)-6-methylazepan-4-yl)oxy)pyrazin-2-amine FC(OC1=CC(=NN1)NC1=NC(=CN=C1)O[C@@H]1CCNC[C@H](C1)C)F